C(C)(C)NCC(CNC)O 1-isopropylamino-3-methylamino-2-propanol